N-[4-Amino-1-(2-trimethylsilylethoxymethyl)pyrazolo[4,3-c]pyridin-7-yl]-2-(2-cyclopentyl-1-piperidyl)-2-oxo-acetamide NC1=NC=C(C2=C1C=NN2COCC[Si](C)(C)C)NC(C(=O)N2C(CCCC2)C2CCCC2)=O